(R)-3-(6-(3-chloro-1H-pyrrolo[2,3-b]pyridin-5-yl)-2-(4-hydroxytetrahydro-2H-pyran-4-Carbonyl)-1,2,3,4-tetrahydroisoquinolin-8-yl)morpholine-4-carboxylic acid tert-butyl ester C(C)(C)(C)OC(=O)N1[C@@H](COCC1)C=1C=C(C=C2CCN(CC12)C(=O)C1(CCOCC1)O)C=1C=C2C(=NC1)NC=C2Cl